C1=CC=CC2=[S+]C3=CC=CC=C3C=C12 THIOXANTHENIUM